methyl ((1R,3R)-3-(7-(4-((dimethylamino)methyl)phenyl)-8-(4-fluorophenyl)-3-methyl-2-oxo-3,6-dihydroimidazo[4,5-d]pyrrolo[2,3-b]pyridin-1(2H)-yl)cyclopentyl)carbamate CN(C)CC1=CC=C(C=C1)C1=C(C=2C(=NC=C3C2N(C(N3C)=O)[C@H]3C[C@@H](CC3)NC(OC)=O)N1)C1=CC=C(C=C1)F